COC(COCCOCCOC)=O 2-(2-methoxyethoxy)ethoxyacetic acid methyl ester